C1(=CC(=CC(=C1)[2H])[2H])N1CCCC1 1-(phenyl-3,5-d2)pyrrolidin